N-(6-(4-((3-chloro-4-(2-chloroethoxy)-5-cyanophenyl)(cyclopropyl)amino)phenyl)quinoxalin-2-yl)methanesulfonamide ClC=1C=C(C=C(C1OCCCl)C#N)N(C1=CC=C(C=C1)C=1C=C2N=CC(=NC2=CC1)NS(=O)(=O)C)C1CC1